C(C)(C)(C)OC(=O)NC1=CC(=C(C=C1)B(O)O)Cl (4-((tert-butoxycarbonyl)amino)-2-chlorophenyl)boronic acid